2-methyl-5-(7-methyl-3H-benzimidazol-5-yl)-1,3,4-oxadiazole CC=1OC(=NN1)C1=CC2=C(N=CN2)C(=C1)C